Fmoc-L-α-aminoadipic acid δ-tert-butyl ester CC(C)(C)OC(=O)CCC[C@@H](C(=O)O)NC(=O)OCC1C2=CC=CC=C2C3=CC=CC=C13